N[C@@H](CC(=O)OCC)C=1C=C(C=C(C1F)C)C1=C(C=CC=C1C)F Ethyl (S)-3-amino-3-(2',4-difluoro-5,6'-dimethyl-[1,1'-biphenyl]-3-yl)propanoate